5-(difluoromethoxy)pyridine-3-amine FC(OC=1C=C(C=NC1)N)F